2,6-diisocyanatocyclohexane N(=C=O)C1CC(CCC1)N=C=O